OC1=CC=CC=C1 o-hydroxybenzene